C1=CC=C2C(=C1)C(=CN2)C(C3=CC=C(C=C3)O)C4=CNC5=CC=CC=C54 1,1-bis(3'-indolyl)-1-(p-hydroxyphenyl)methane